racemic-8-fluoro-1-(3-hydroxypropylamino)-2,3,4,5-tetrahydro-1H-phenanthridin-6-one FC=1C=C2C(NC=3CCC[C@H](C3C2=CC1)NCCCO)=O |r|